C(COCCOCCOCCOCCOCCOCCOCCOCCOCCOCCOCCOCCOCCOCCOCCOCCOCCOCCOCCOCCOCCOCCOCCOCCOCCOCCOCCOCCOCCOCCOCCOCCOCCOCCOCCOCCOCCOCCOCCO)O tetracontaethylene glycol